(R)-2-[1-(3-ethoxy-4-methoxyphenyl)-2-methylsulfonylethyl]-4-acetylaminoisoindoline-1,3-dione C(C)OC=1C=C(C=CC1OC)[C@H](CS(=O)(=O)C)N1C(C2=CC=CC(=C2C1=O)NC(C)=O)=O